FC=1C=C(C=CC1NC1=NC=C(C=N1)C1CC(C1)COC=1N=NC=CC1C(C)C)S(=O)(=O)NC(OC(C)(C)C)=O tert-butyl ((3-fluoro-4-((5-((1s,3s)-3-(((4-isopropylpyridazin-3-yl)oxy)methyl)cyclobutyl)pyrimidin-2-yl)amino)phenyl)sulfonyl)carbamate